β-glycidoxybutyltributoxysilane C(C1CO1)OC(C[Si](OCCCC)(OCCCC)OCCCC)CC